C(C)(C)(C)OC(=O)N1C[C@@H](CCC1)NC1=[N+](C=CC=C1Cl)[O-] (R)-2-((1-(tert-butoxycarbonyl)piperidin-3-yl)amino)-3-chloropyridine 1-oxide